2-(7-(diethylamino)-4-methyl-2-oxo-2H-chromen-3-yl)ethyl (3-carbamoyl-5-fluorobenzyl)carbamate C(N)(=O)C=1C=C(CNC(OCCC=2C(OC3=CC(=CC=C3C2C)N(CC)CC)=O)=O)C=C(C1)F